C1=C(C=C(C(=C1Cl)N)Cl)[N+](=O)[O-] The molecule is a nitroaniline that is 4-nitroaniline in which the hydrogens at positions 2 and 6 are replaced by chlorines. An agricultural fungicide, it is not approved for use in the European Union. It has a role as an antifungal agrochemical. It is a dichlorobenzene, an aromatic fungicide and a nitroaniline.